N-(1-(7-(4-Chloro-2-methylthiazol-5-yl)quinolin-5-yl)cyclopropyl)-2-methyl-5-((1-methylazetidin-2-yl)methoxy)benzamide ClC=1N=C(SC1C1=CC(=C2C=CC=NC2=C1)C1(CC1)NC(C1=C(C=CC(=C1)OCC1N(CC1)C)C)=O)C